O=C1NC(CCC1N1C(C2=CC=CC(=C2C1=O)NCCCCCC(=O)N(C)C1=CC=C(C=C1)NC(CCCCCCC(=O)OC(C)(C)C)=O)=O)=O tert-Butyl 8-((4-(6-((2-(2,6-dioxopiperidin-3-yl)-1,3-dioxoisoindolin-4-yl)amino)-N-methylhexanamido)phenyl)amino)-8-oxooctanoate